C(C)(C)(C)OC(=O)NCC=1C=CC(=C(C1)C1=CC(=C(C=C1)OC)C(=O)O)F 5'-(((tert-butoxycarbonyl)amino)methyl)-2'-fluoro-4-methoxy-[1,1-biphenyl]-3-carboxylic acid